S([O-])(O)=O.[Na+].OC.[Na+].S([O-])(O)=O sodium hydroxymethane sodium bisulphite